COCCOCCOCCOC1=CC=C(C=C1)[N+](=O)[O-] 1-(2-(2-(2-methoxyethoxy)ethoxy)ethoxy)-4-nitrobenzene